FC1=CC=C(C=N1)N1C(CCC1)(C(=O)N)C (6-fluoro-3-pyridinyl)-2-methyl-2-pyrrolidinecarboxamide